N1=C(C=CC=C1)N1CCN(CC1)C(=O)NC=1SC(=C(C1C(=O)O)C)C(N)=O 2-(4-(Pyridin-2-yl)piperazine-1-carboxamido)-5-carbamoyl-4-methylthiophene-3-carboxylic acid